OCCNC(O[C@@H]1CC[C@H](CC1)C(N(C[C@@H]1CC[C@H](CC1)C1=NC(=C(C=C1)OC)C)C1=CC(=CC=C1)C=1N=C(OC1)C1CC1)=O)=O trans-4-((3-(2-Cyclopropyloxazol-4-yl)-phenyl)((trans-4-(5-methoxy-6-methylpyridin-2-yl)-cyclohexyl)methyl)-carbamoyl)cyclohexyl (2-hydroxy-ethyl)carbamate